(R)-N-(1-(8-ethynyl-1-oxo-2-phenyl-1,2-dihydrocyclopenta[de]isoquinolin-3-yl)ethyl)-2-((N-methylsulfamoyl)amino)pyrazolo[1,5-a]pyrimidine-3-carboxamide C(#C)C1=CC=C2C=3C(=C(N(C(C13)=O)C1=CC=CC=C1)[C@@H](C)NC(=O)C=1C(=NN3C1N=CC=C3)NS(NC)(=O)=O)C=C2